NC1=NC=CC(=C1)C1=CNC=2N=CN=C(C21)N[C@@H](C)C2=NC(=CC=C2)N2C[C@H](N[C@H](C2)C)C |o1:17| 5-(2-Aminopyridin-4-yl)-N-((S*)-1-(6-((3R,5S)-3,5-dimethylpiperazin-1-yl)pyridin-2-yl)ethyl)-7H-pyrrolo[2,3-d]pyrimidin-4-amine